CN(C)C=C1C(CCC1)=O 2-[(dimethylamino)methylene]1-cyclopentanone